C(CC\C=C/CC\C=C/C)(=O)OC methyl (4Z,8Z)-4,8-decadienoate